C(C)OC(C1=C(C(=C(C=C1C)Br)N)O)=O 3-amino-4-bromo-2-hydroxy-6-methylbenzoic acid ethyl ester